C(CC)OC(CCCCCCCC/C=C/CCO)OCCC (3E)-13,13-dipropoxy-3-tridecen-1-ol